The molecule is a dimethylxanthine having the two methyl groups located at positions 1 and 3. It is structurally similar to caffeine and is found in green and black tea. It has a role as a vasodilator agent, a bronchodilator agent, a muscle relaxant, an EC 3.1.4.* (phosphoric diester hydrolase) inhibitor, an anti-asthmatic drug, an anti-inflammatory agent, an immunomodulator, an adenosine receptor antagonist, a drug metabolite, a fungal metabolite and a human blood serum metabolite. CN1C2=C(C(=O)N(C1=O)C)NC=N2